silver magnesium calcium [Ca].[Mg].[Ag]